3-bromo-2-(4-nitrophenyl)imidazo[1,2-c]pyrimidin-5-amine BrC1=C(N=C2N1C(=NC=C2)N)C2=CC=C(C=C2)[N+](=O)[O-]